N-[(4S)-3,4-dihydro-2H-chromen-4-yl]-7-fluoro-8-(piperidin-1-yl)-4-(propan-2-yl)quinoline-3-carboxamide O1CC[C@@H](C2=CC=CC=C12)NC(=O)C=1C=NC2=C(C(=CC=C2C1C(C)C)F)N1CCCCC1